CN1C(=C(CC(=C1C)OC)O)CCCCC 1,6-dimethyl-3-hydroxy-5-methoxy-2-pentyl-1,4-dihydropyridin